1-(5-chloro-1H-indol-3-yl)-3-((1s,3s)-3-((5-(trifluoromethyl)pyridin-2-yl)oxy)cyclobutyl)urea ClC=1C=C2C(=CNC2=CC1)NC(=O)NC1CC(C1)OC1=NC=C(C=C1)C(F)(F)F